ClC=1C(=NC=CC1C=1C(=C(C=CC1)NC(C1=NC=C(C=C1)CNCCO)=O)C)C=1C=C2CCN(CC2=C(C1)OC)CC(C)O N-(3-(3-chloro-2-(2-(2-hydroxypropyl)-8-methoxy-1,2,3,4-tetrahydroisoquinolin-6-yl)pyridin-4-yl)-2-methylphenyl)-5-(((2-hydroxyethyl)amino)methyl)picolinamide